BrC=1C(=CC(=C(C1)NC(C1=NC=CC(=C1)C(F)(F)F)=O)Cl)C N-(5-bromo-2-chloro-4-methylphenyl)-4-(trifluoromethyl)picolinamide